1-(5-fluoro-2-hydroxyphenyl)-2-azabicyclo[3.1.0]Hexane FC=1C=CC(=C(C1)C12NCCC2C1)O